(2S,4R)-N-(4-chlorobenzyl)-1-((R)-2-(1-fluorocyclopropane-1-carboxamido)-3-methyl-3-(tritylthio)butanoyl)-4-hydroxypyrrolidine-2-carboxamide ClC1=CC=C(CNC(=O)[C@H]2N(C[C@@H](C2)O)C([C@H](C(C)(SC(C2=CC=CC=C2)(C2=CC=CC=C2)C2=CC=CC=C2)C)NC(=O)C2(CC2)F)=O)C=C1